BrC1=CC2=C(C3=C(N(C2=O)CC(CCCCCCCCCC)CCCCCCCC)C=C(S3)C3=C(C=C(S3)C=3SC(=CC3CCCCCC)C=C3C(C2=CC=CC=C2C3=O)=O)CCCCCC)S1 2-((5'-(7-bromo-4-(2-octyldodecyl)-5-oxo-4,5-dihydrodithieno[3,2-b:2',3'-d]pyridin-2-yl)-3,4'-dihexyl-[2,2'-bithiophene]-5-yl)methylene)-1H-indene-1,3(2H)-dione